C(C(C)C)C(C=C(C(=O)OCC)C(=O)OCC)C(C)C diethyl (2-isobutyl-3-methylbutylidene)malonate